N1=C(C=CC2=CC=CC=C12)[C@](N)(C(C)C)C(=O)N[C@@H](CC(=O)O)C(=O)C(OC1=C(C=CC=C1F)F)C(=O)C(C([C@@H](NC([C@@](N)(C(C)C)C1=NC2=CC=CC=C2C=C1)=O)CC(=O)O)=O)OC1=C(C=CC=C1F)F 2-(quinolyl)-valyl-aspartyl-(2,6-difluorophenoxy)methyl ketone